C(C)(C)(C)OC(=O)N1C[C@@H](C[C@@H]1C1=C(C(=CC=C1OCOC)Cl)Cl)CC=1C=NN(C1)C(=O)OC(C)(C)C tert-butyl 4-{[(3R,5R)-1-(tert-butoxycarbonyl)-5-[2,3-dichloro-6-(methoxymethoxy)phenyl]pyrrolidin-3-yl]methyl}pyrazole-1-carboxylate